1,3,4,6-tetraethoxymethyl-tetrahydro-imidazo[4,5-d]imidazole-2,5-dione C(C)OCN1C(N(C2C1N(C(N2COCC)=O)COCC)COCC)=O